5-amino-1-(4-nitrophenyl)-1H-pyrazole-4-carboxylic acid ethyl ester C(C)OC(=O)C=1C=NN(C1N)C1=CC=C(C=C1)[N+](=O)[O-]